bis(8-hydroxyoctyl)-di-n-butylammonium OCCCCCCCC[N+](CCCC)(CCCC)CCCCCCCCO